4'-(9H-carbazol-9-yl)biphenyl-3,5-dicarbonitrile C1=CC=CC=2C3=CC=CC=C3N(C12)C1=CC=C(C=C1)C1=CC(=CC(=C1)C#N)C#N